ClC=1C=C(C=CC1F)NC(C1=CC(=C(C=C1)F)C(C(=O)N1CCC(CC1)(CO)O)(F)F)=O N-(3-chloro-4-fluorophenyl)-3-(1,1-difluoro-2-(4-hydroxy-4-(hydroxymethyl)piperidin-1-yl)-2-oxoethyl)-4-fluorobenzamide